C1(C2C(C(=O)O1)CC=CC2)=O 1,2,3,6-tetrahydrophthalic acid anhydride